(R)-7-chloro-N-(1-(3-(1,1-difluoro-2-methoxyethyl)-5-nitrophenyl)ethyl)-6-(3,6-dihydro-2H-pyran-4-yl)-2-methylquinazolin-4-amine ClC1=C(C=C2C(=NC(=NC2=C1)C)N[C@H](C)C1=CC(=CC(=C1)[N+](=O)[O-])C(COC)(F)F)C=1CCOCC1